C(C)(C)(C)C=1C(=C(C(=O)NC2=C(C=C(C=C2)[N+](=O)[O-])C(F)(F)F)C(=C(C1)Cl)C)O 3-tert-butyl-5-chloro-2-hydroxy-6-methyl-N-(4-nitro-2-trifluoromethyl-phenyl)-benzamide